ClC1=C(COC=2C(=NC=C(C2)C2=CC=CC=C2)N)C(=CC=C1C)F 3-(2-chloro-6-fluoro-3-methyl-benzyloxy)-5-phenyl-pyridin-2-ylamine